6-(1H-indazol-6-yl)-N2-methyl-1,3,5-triazine-2,4-diamine N1N=CC2=CC=C(C=C12)C1=NC(=NC(=N1)NC)N